C(C1=CC=CC=C1)N1N=CC2CC(CCC12)C1NCC(CC1)C 1-benzyl-5-(5-methylpiperidin-2-yl)-3a,4,5,6,7,7a-Hexahydro-1H-Indazole